tert-butyl 4-(1-((3-((5-ethyl-2-methoxyphenyl)sulfonamido)-4-methoxybenzo[d]isoxazol-6-yl)methyl)-1H-pyrazole-4-carbonyl)piperazine-1-carboxylate C(C)C=1C=CC(=C(C1)S(=O)(=O)NC1=NOC2=C1C(=CC(=C2)CN2N=CC(=C2)C(=O)N2CCN(CC2)C(=O)OC(C)(C)C)OC)OC